propylenediurea 2-(3-(2-hydroxy-4-(trifluoromethyl)phenyl)-4-methyl-7H-imidazo[4,5-c]pyridazin-7-yl)-8-azabicyclo[3.2.1]octane-8-carboxylate OC1=C(C=CC(=C1)C(F)(F)F)C1=C(C2=C(N=N1)N(C=N2)C2C1CCC(CC2)N1C(=O)O)C.C(C(C)NC(=O)N)NC(=O)N